phenyl (1-(tetrahydro 2H-pyran-2-yl)-1H-indazol-5-yl)carbamate O1C(CCCC1)N1N=CC2=CC(=CC=C12)NC(OC1=CC=CC=C1)=O